thiazolium formate C(=O)[O-].S1C=[NH+]C=C1